C(C)(C)C1=NOC(=N1)N1CCC(CC1)C(C(F)(F)F)OC=1SC2=NC(=CC=C2N1)C=1C=NC(=CC1)S(=O)(=O)C 3-isopropyl-5-(4-(2,2,2-trifluoro-1-((5-(6-(methylsulfonyl)pyridin-3-yl)thiazolo[5,4-b]pyridin-2-yl)oxy)ethyl)piperidin-1-yl)-1,2,4-oxadiazol